1-methyl-1-benzyloxy-2-fluoroethyl ether CC(CF)(OCC1=CC=CC=C1)OC(CF)(C)OCC1=CC=CC=C1